C(C)O[Si](C1=C(C=CC=C1)C(=C)C)(OCC)OCC Triethoxy(2-isopropenylphenyl)silane